C(C1=CC=CC=C1)OC1=C(C=C(C=C1)C)C1=C(C=CC2N(CCCC2)C)C=CC=C1 2-[2-(2-benzyloxy-5-methyl-phenyl)-styryl]-N-methylpiperidine